N-[2-(5-fluoro-1H-indol-3-yl)ethyl]-N-methylcyclobutanamine FC=1C=C2C(=CNC2=CC1)CCN(C1CCC1)C